FC=1CC(CCN1)=O 6-fluoro-4-oxo-2,3,4,5-tetrahydropyridine